2-[4-amino-1-(propan-2-yl)-1H-pyrazolo[4,3-c]pyridin-3-yl]-3-bromo-N-methyl-1H-indole-6-carboxamide NC1=NC=CC2=C1C(=NN2C(C)C)C=2NC1=CC(=CC=C1C2Br)C(=O)NC